ClC1=C(C(=O)N(C)CC2CCCCC2)C=CC(=C1)NC(\C(=C(\C=1C=NOC1C)/O)\C#N)=O (Z)-2-chloro-4-(2-cyano-3-hydroxy-3-(5-methylisoxazol-4-yl)acrylamido)-N-(cyclohexylmethyl)-N-methylbenzamide